N-(3-Chloro-4-methoxyphenyl)-5-methyl-1-(2-chinolinyl)-1H-pyrazol-4-carboxamid ClC=1C=C(C=CC1OC)NC(=O)C=1C=NN(C1C)C1=NC2=CC=CC=C2C=C1